ClC1=NC=2C(CCCC2C=C1C#N)OC1=CC=C2C=NN(C2=C1)C=1C=NN(C1)C 2-Chloro-8-((1-(1-methyl-1H-pyrazol-4-yl)-1H-indazol-6-yl)oxy)-5,6,7,8-tetrahydroquinoline-3-carbonitrile